C(C)(C)(C)OC(NC1=CC2=C(N=C3SC=CN32)C=C1C)=O (7-Methylbenzo[4,5]imidazo[2,1-b]thiazol-6-yl)carbamic acid tert-butyl ester